1,6-bis(p-acetoxycarbonyl-phenoxy)hexane C(C)(=O)OC(=O)C1=CC=C(OCCCCCCOC2=CC=C(C=C2)C(=O)OC(C)=O)C=C1